C1(=CC(=C(C=C1)N)N)C1=CC(=C(C=C1)N)N 3,3',4,4'-biphenyltetramine